4-(8-((6-amino-3-methylpyrazin-2-yl)oxy)-3-cyano-2-(2-methyl-1,2,3,4-tetrahydroisoquinolin-5-yl)quinolin-4-yl)piperazine-1-carboxylic acid tert-butyl ester C(C)(C)(C)OC(=O)N1CCN(CC1)C1=C(C(=NC2=C(C=CC=C12)OC1=NC(=CN=C1C)N)C1=C2CCN(CC2=CC=C1)C)C#N